C(CS(=O)(=O)ONCCCCCCCCCCCCCC)S(=O)(=O)ONCCCCCCCCCCCCCC.[Na] sodium 1,2-bis(tetradecylamino) ethane-1,2-disulfonate